N[C@@H]1CC[C@H](CC1)CO trans-(4-aminocyclohexyl)methanol